tert-butyl (2-(2-(((S)-1-((2S,4R)-4-hydroxy-2-((4-(4-methylthiazol-5-yl)benzyl)carbamoyl)pyrrolidin-1-yl)-3,3-dimethyl-1-oxobutan-2-yl)amino)-2-oxoethoxy)ethyl)carbamate O[C@@H]1C[C@H](N(C1)C([C@H](C(C)(C)C)NC(COCCNC(OC(C)(C)C)=O)=O)=O)C(NCC1=CC=C(C=C1)C1=C(N=CS1)C)=O